C(C1=CC=CC=C1)C=1NC(=NN1)C(=O)N[C@@H]1C(N(C2=C(O[C@@H]1C)C=C(C=N2)C#N)C)=O 5-benzyl-N-((2R,3S)-8-cyano-2,5-dimethyl-4-oxo-2,3,4,5-tetrahydro-pyrido[3,2-b][1,4]oxazepin-3-yl)-4H-1,2,4-triazole-3-carboxamide